CC1(CCN(CC1)C1=C(CS(=O)(=O)C2=CC=C(S2)S(=O)(=O)N(C)C)C=CC=C1)C 5-[[2-(4,4-Dimethyl-1-piperidinyl)benzyl]sulfonyl]-N,N-dimethylthiophene-2-sulfonamide